NC1=C(C=C(N=N1)C1=C(C=CC=C1)O)N1CC2CCC(C1)N2C2=CC(=NC=C2)C#CCN2C(CCCCC2)CO 2-[6-amino-5-[8-[2-[3-[2-(hydroxymethyl)azepan-1-yl]prop-1-ynyl]-4-pyridyl]-3,8-diazabicyclo[3.2.1]octan-3-yl]pyridazin-3-yl]phenol